(2S,4S)-N-(3-(6-acrylamidopyridin-2-yl)prop-2-yn-1-yl)-1-(3-cyano-6-methyl-4-(trifluoromethyl)pyridin-2-yl)-4-fluoro-N-(4-fluorophenyl)pyrrolidine-2-carboxamide C(C=C)(=O)NC1=CC=CC(=N1)C#CCN(C(=O)[C@H]1N(C[C@H](C1)F)C1=NC(=CC(=C1C#N)C(F)(F)F)C)C1=CC=C(C=C1)F